NC1=C(C=C(C=C1Br)F)C(=O)N1CC=2C=CC(=NC2CC1)Cl (2-amino-3-bromo-5-fluoro-phenyl)-(2-chloro-7,8-dihydro-5H-1,6-naphthyridin-6-yl)methanone